6-[(1S,4S)-5-methyl-2,5-diazabicyclo[2.2.1]heptane-2-yl]pyridine-2-carbonitrile CN1[C@@H]2CN([C@H](C1)C2)C2=CC=CC(=N2)C#N